Quinolin-2-yl-methylamine N1=C(C=CC2=CC=CC=C12)NC